FC=1C=C(C#N)C=C(C1)[C@H]1N(OCC1)C(=O)C1CCN(CC1)C1=NC=NC(=C1)N1N=C(N=C1)C 3-fluoro-5-[(3S)-2-[1-[6-(3-methyl-1,2,4-triazol-1-yl)pyrimidin-4-yl]piperidine-4-carbonyl]isoxazolidin-3-yl]benzonitrile